C1(CC1)C(CC#N)N1N=CC(=C1)C=1C2=C(N=CN1)N(C=C2)COCC[Si](C)(C)C 3-cyclopropyl-3-(4-(7-((2-(trimethylsilyl)ethoxy)methyl)-7H-pyrrolo[2,3-d]pyrimidin-4-yl)-1H-pyrazol-1-yl)propionitrile